(R)-5-carboxy-1-(9H-fluoren-9-yl)-43,43-dimethyl-3,11,39-trioxo-2,14,17,20,23,24,26,29,32,35-decaoxa-4,10,38,43-tetraazahexatetracontan-43-ium-46-sulfonate C(=O)(O)[C@H](NC(OCC1C2=CC=CC=C2C=2C=CC=CC12)=O)CCCCNC(CCOCCOCCOCCOOCOCCOCCOCCOCCNC(CCC[N+](CCCS(=O)(=O)[O-])(C)C)=O)=O